4-cyclopentyl-1-[4-(phenylthio)phenyl]-1,2-butanedione C1(CCCC1)CCC(C(=O)C1=CC=C(C=C1)SC1=CC=CC=C1)=O